C1(=CC=CC=C1)S(=O)(=O)O.N[C@@H](CC(=O)OC)C(=O)OCN1N=CC(=C1)C=1SC=C(N1)C(NC=1C(=NN(C1)C1CCC(CC1)OCC)C1=NC(=CC=C1F)F)=O 1-((4-(4-((3-(3,6-difluoropyridin-2-yl)-1-((1r,4r)-4-ethoxycyclohexyl)-1H-pyrazol-4-yl)carbamoyl)thiazol-2-yl)-1H-pyrazol-1-yl)methyl) 4-methyl L-aspartate benzenesulfonate